C1(CCCC1)N1C(C=C(C2=C1N=C(N=C2)N2CCC(CC2)NCCC2=CC=CC=C2)C2=CC(=C(C=C2)C)C)=O 8-cyclopentyl-5-(3,4-dimethylphenyl)-2-(4-(phenethylamino)piperidin-1-yl)pyrido[2,3-d]pyrimidin-7-one